CON(C(CC1CCOCC1)=O)C N-methoxy-N-methyl-2-tetrahydropyran-4-yl-acetamide